FC1(CC=C(CC1)B1OC(C(O1)(C)C)(C)C)F 2-(4,4-difluorocyclohexen-1-yl)-4,4,5,5-tetramethyl-1,3,2-dioxaborolane